COC1=NC2=CC=C(C=C2C=C1)C1=CN=CC=2C(CCCC12)NC(C)=O N-(4-(2-methoxyquinolin-6-yl)-5,6,7,8-tetrahydroisoquinolin-8-yl)acetamide